N1C=CC=2C1=NC=C(C2)OC2=CC(=NC=C2C(=O)NS(=O)(=O)C2=CC(=C(C=C2)NCCN(C)C)[N+](=O)[O-])N2CCC1(CC(C1)N1C(CCC1)C1=C(C=CC=C1)C(C)C)CC2 4-((1H-pyrrolo[2,3-b]pyridin-5-yl)oxy)-N-((4-((2-(dimethylamino)ethyl)amino)-3-nitroPhenyl)sulfonyl)-6-(2-(2-(2-isopropylphenyl)pyrrolidin-1-yl)-7-azaspiro[3.5]nonan-7-yl)nicotinamide